N[C@H]1[C@@H](CCCC1)N(CC)CC (1R,2R)-1-amino-2-(diethylamino)cyclohexane